[(3aR,4R,6R,6aR)-4-(2,4-dioxopyrimidin-1-yl)-4-(hydroxymethyl)-2,2-dimethyl-6,6a-dihydro-3aH-furo[3,4-d][1,3]dioxol-6-yl]methyl 4-methylbenzoate CC1=CC=C(C(=O)OC[C@H]2O[C@@]([C@H]3[C@@H]2OC(O3)(C)C)(CO)N3C(NC(C=C3)=O)=O)C=C1